NC1=CC2=C(NC(=N2)C(=O)NC)C=C1 5-amino-N-methyl-1H-benzo[d]imidazole-2-carboxamide